BrC1=C(N)C=CC(=C1)SC(F)(F)F 2-bromo-4-(trifluoromethylsulfanyl)aniline